[1-[2-fluoro-3-[(1R)-1-[[1-[5-(3-methyltriazol-4-yl)-3-pyridyl]-6-oxo-pyridazine-3-carbonyl]amino]ethyl]phenyl]cyclopropyl]methyl methanesulfonate CS(=O)(=O)OCC1(CC1)C1=C(C(=CC=C1)[C@@H](C)NC(=O)C1=NN(C(C=C1)=O)C=1C=NC=C(C1)C=1N(N=NC1)C)F